NC1=C(C(=NN1C(C)C)C1=CC=C(C=C1)CC(NC1=CC(=NO1)C1=C(C=C(C=C1F)F)F)=O)C(=O)N 5-Amino-1-isopropyl-3-(4-(2-oxo-2-((3-(2,4,6-trifluorophenyl)isoxazol-5-yl)amino)ethyl)phenyl)-1H-pyrazole-4-carboxamide